C(C)(C)(C)OC(=O)N1CC(C1)N1C[C@H]([C@H](CC1)N1N=C(C=2C1=NC=NC2N)C2=CC=C(C=C2)OC2=CC=CC=C2)F 3-((3R,4S)-4-(4-amino-3-(4-phenoxyphenyl)-1H-pyrazolo[3,4-d]pyrimidin-1-yl)-3-fluoropiperidin-1-yl)azetidine-1-carboxylic acid tert-butyl ester